1-{2-[2-(2-aminoethoxy)ethoxy]ethyl}-1H-pyrrol-2,5-dion NCCOCCOCCN1C(C=CC1=O)=O